octaallyltrisiloxane C(C=C)[Si](O[Si](O[Si](CC=C)(CC=C)CC=C)(CC=C)CC=C)(CC=C)CC=C